ClC1=CC=C(\C=C/2\C(C3=CC=CC(=C3C2)Cl)=O)C=C1 (E)-2-(4-chlorobenzylidene)-4-chloro-2,3-dihydro-1H-inden-1-one